C(C)OC(=O)C=1N=C(OC1)C1=CC=C(C=C1)C(F)(F)F.C(C1=CN=CC=C1)(=O)O[2H] nicotinic acid-d1 ethyl-2-(4-(trifluoromethyl)phenyl)oxazole-4-carboxylate